5-(4-fluorophenyl)-N-[3-fluoro-4-[(7-prop-1-en-2-yl-1,5-naphthyridin-4-yl)oxy]phenyl]-1,6-dimethyl-4-oxopyridazine-3-carboxamide FC1=CC=C(C=C1)C=1C(C(=NN(C1C)C)C(=O)NC1=CC(=C(C=C1)OC1=CC=NC2=CC(=CN=C12)C(=C)C)F)=O